COC([C@H](OC)OC1=NN(C(=C1Br)C=1C=NC(=CC1)F)C1=C(C=CC=C1)F)=O |r| Methyl-(2RS)-{[4-bromo-1-(2-fluorophenyl)-5-(6-fluoropyridin-3-yl)-1H-pyrazol-3-yl]oxy}(methoxy)-acetat